N-(3-fluoro-4-methoxybenzyl)-9H-pyrido[3,4-b]indole-7-carboxamide FC=1C=C(CNC(=O)C2=CC=C3C4=C(NC3=C2)C=NC=C4)C=CC1OC